N'-hexadecyl-N,N-diethylacetamidine C(CCCCCCCCCCCCCCC)N=C(C)N(CC)CC